NC1=CC=C2C(=N1)CC[C@H]2NC([C@H](C)NC(=O)[C@@H]2NCCC(=C2)C2=CC(=CC=C2)F)=O (R)-N-((S)-1-(((R)-2-amino-6,7-dihydro-5H-cyclopenta[b]pyridin-5-yl)amino)-1-oxopropan-2-yl)-4-(3-fluorophenyl)-1,2,5,6-tetrahydropyridine-2-carboxamide